(2S,3S)-3-(4-chlorophenyl)-3-[(1R)-1-(4-chlorophenyl)-7-fluoro-5-[(1S)-1-hydroxy-1-(tetrahydropyran-4-yl)propyl]-1-methoxy-3-oxo-2,3-dihydro-1H-isoindol-2-yl]-2-methylpropionic acid ClC1=CC=C(C=C1)[C@H]([C@@H](C(=O)O)C)N1[C@@](C2=C(C=C(C=C2C1=O)[C@](CC)(C1CCOCC1)O)F)(OC)C1=CC=C(C=C1)Cl